FC1=CC=C(C=C1)C1=CC=2C(=NC=C(C2)C=2C=C(SC2)C(=O)NC(C(F)(F)F)C(C)C)N1 4-(2-(4-fluorophenyl)-1H-pyrrolo[2,3-b]pyridin-5-yl)-N-(1,1,1-trifluoro-3-methylbutan-2-yl)thiophene-2-carboxamide